C(C)(=O)ON=C(C(=O)C1=CC=C(C=C1)SC1=C(C=CC=C1)OCCO)C N-acetyloxy-1-[4-((2-hydroxyethoxy)phenylthio)phenyl]propan-1-one-2-imine